2-(6-(((1s,2s,3r,5r)-2-fluoro-9-azabicyclo[3.3.1]non-3-yl)oxy)pyridazin-3-yl)-5-(pyridin-2-yl)phenol F[C@H]1[C@@H]2CCC[C@H](C[C@H]1OC1=CC=C(N=N1)C1=C(C=C(C=C1)C1=NC=CC=C1)O)N2